C(C)(C)(C)OC(=O)N1C[C@H]2CC[C@@H](C1)N2C2=CC(=CC=C2)C=C2CCN(CC2)C(=O)OCC2=CC=CC=C2.ClC=2OC(=CN2)C2=C(C=CC=C2)Cl 2-chloro-5-(2-chlorophenyl)oxazole tert-butyl-(1R,5S)-8-[3-[(1-benzyloxycarbonyl-4-piperidylidene)methyl]phenyl]-3,8-diazabicyclo[3.2.1]octane-3-carboxylate